1-(4-bromo-3-fluoro-5-methylphenyl)-N-methylmethanamine BrC1=C(C=C(C=C1C)CNC)F